O=C1N(C(C2=CC=CC=C12)=O)C1=NC2=CC=C(C=C2C=C1OC(C)C=1C=C(C=CC1N1N=CC=C1)CC(=O)OC)F methyl {3-[1-{[2-(1,3-dioxo-1,3-dihydro-2H-isoindol-2-yl)-6-fluoroquinolin-3-yl]oxy}ethyl]-4-(1H-pyrazol-1-yl)phenyl}acetate